C(C)(=O)O.C(C)OCC Monoethyl Ether Acetate